CC1=NC(=CC=C1N1CCN(CC1)CC=1C=CC=2C3=C(C(NC2C1)=O)COC3)C(NC3CC3)=O 7-((4-(2-methyl-6-(cyclopropylcarbamoyl)pyridin-3-yl)piperazin-1-yl)methyl)-3,5-dihydrofuro[3,4-c]quinolin-4(1H)-one